OC1=NC=CC=C1C=1OC=C(N1)C(=O)N 2-(2-hydroxypyridin-3-yl)oxazole-4-carboxamide